C[C@](CC1=CC=CC=C1)(C(=O)O)N L-alpha-Methylphenylalanine